(R)-2-amino-5-(1-(1-(tetrahydro-2H-pyran-4-yl)pyrrolidin-3-yl)-1H-indazol-5-yl)nicotinic acid methyl ester COC(C1=C(N=CC(=C1)C=1C=C2C=NN(C2=CC1)[C@H]1CN(CC1)C1CCOCC1)N)=O